C(C1=CC=CC=C1)OC(=O)N1C(CCC1)C(C(C(=O)O)(C)C(=O)OC(C)(C)C)C 3-(1-((benzyloxy)carbonyl)pyrrolidin-2-yl)-2-(tert-butoxycarbonyl)-2-methylbutyric acid